FC1(C(CN(CC1)C(C(NC1=NC=C(C=C1)OC1=CC=CC=C1)=O)C)C1=CC=[N+](C=C1)[O-])F 4-(4,4-difluoro-1-(1-oxo-1-((5-phenoxypyridin-2-yl)amino)propan-2-yl)piperidin-3-yl)pyridine 1-oxide